1-(4-chloro-3-fluorophenyl)-9-(7-(trifluoromethyl)quinazolin-2-yl)-1,9-diazaspiro[5.5]undecan-2-one ClC1=C(C=C(C=C1)N1C(CCCC12CCN(CC2)C2=NC1=CC(=CC=C1C=N2)C(F)(F)F)=O)F